O=C1C=NC=2C(C=NC21)=O 3,6-diketopyrrolopyrrole